NC(C)(C)C=1C=C(C=CC1F)B(O)O (3-(2-aminopropan-2-yl)-4-fluorophenyl)boronic acid